C(C)(C)(C)OC(=O)N1CCN(CC1)C1=NC=C(C=C1)C=1C=CC2=CN(N=C2C1F)[C@@H](C(NC=1SC=CN1)=O)C1=C2N(C=N1)CCC2 |r| 4-[5-[7-fluoro-2-[(1RS)-1-(6,7-dihydro-5H-pyrrolo[1,2-c]imidazol-1-yl)-2-oxo-2-(thiazol-2-ylamino)ethyl]indazol-6-yl]-2-pyridinyl]piperazine-1-carboxylic acid tert-butyl ester